NC=1C(N(C=CC1)C1=NN(C=C1)C)=O 3-amino-1-(1-methyl-1H-pyrazol-3-yl)pyridin-2(1H)-one